COC(=O)C1(CC1)C1=CC(=C(C=C1)[N+](=O)[O-])NC[C@H]1OCC1.C1(=CC=CC=C1)P(C1=CC=CC=2C(C3=CC=CC(=C3OC12)P(C1=CC=CC=C1)C1=CC=CC=C1)(C)C)C1=CC=CC=C1 4,5-bis(diphenyl-phosphino)-9,9-dimethyl-xanthene methyl-(S)-1-(4-nitro-3-((oxetan-2-ylmethyl)amino)phenyl)cyclopropane-1-carboxylate